N-((1S)-2-((4-(cyclopropyl(3,3,3-trifluoropropanamido)methyl)pyridin-2-yl)amino)-1-(4,4-difluorocyclohexyl)-2-oxoethyl)-1-isopropyl-1H-pyrazole-5-carboxamide C1(CC1)C(C1=CC(=NC=C1)NC([C@H](C1CCC(CC1)(F)F)NC(=O)C1=CC=NN1C(C)C)=O)NC(CC(F)(F)F)=O